S1NCCC=C2C1=CC=N2 Dihydropyrrolothiazepine